2-((Z)-2-(((E)-4-methylbenzylidene)hydrazineylidene)-4-oxothiazolidin-5-yl)acetyl chloride CC1=CC=C(\C=N\N=C\2/SC(C(N2)=O)CC(=O)Cl)C=C1